1-(5-(2-fluoro-5-methylphenyl)-4,5-dihydro-1H-pyrazol-1-yl)-2,2-dimethylpropan-1-one FC1=C(C=C(C=C1)C)C1CC=NN1C(C(C)(C)C)=O